N-((5-Bromothiophen-2-yl)methyl)-N-methyl-L-alanine BrC1=CC=C(S1)CN([C@@H](C)C(=O)O)C